1-[4-(2-methyl-2H-1,2,3,4-tetrazol-5-yl)phenyl]methanamine CN1N=C(N=N1)C1=CC=C(C=C1)CN